5-fluoro-2-(1-methyl-2,6-dioxopiperidin-3-yl)isoindoline FC=1C=C2CN(CC2=CC1)C1C(N(C(CC1)=O)C)=O